NC=1SC=C(N1)C=1N=NN(C1)[C@@H]1[C@H]([C@@H](SC=2C(=NC=C(C2)Cl)C)O[C@@H]([C@@H]1O)CO)OC 5-Chloro-2-methylpyridin-3-yl 3-[4-(2-aminothiazol-4-yl)-1H-1,2,3-triazol-1-yl]-3-deoxy-2-O-methyl-1-thio-α-D-galactopyranoside